N-methyl-N-(methylsulfonyl)acetamide methyl-2-[4-[5-amino-4-cyano-1-[1,1,1-trifluoropropan-2-yl]pyrazol-3-yl]phenyl]prop-2-enoate COC(C(=C)C1=CC=C(C=C1)C1=NN(C(=C1C#N)N)C(C(F)(F)F)C)=O.CN(C(C)=O)S(=O)(=O)C